N-(2,4-difluoro-3-iodophenyl)-4-fluoro-3-(trifluoromethyl)benzenesulfonamide methyl-(2R,7aS)-2-hydroxytetrahydro-1H-pyrrolizine-7a(5H)-carboxylate COC(=O)[C@]12CCCN2C[C@@H](C1)O.FC1=C(C=CC(=C1I)F)NS(=O)(=O)C1=CC(=C(C=C1)F)C(F)(F)F